BrC=1C=C2C(=NNC(C2=CC1)=O)CNC(CC(N1CCN(CC1)C1=NC=C(C=N1)C(F)(F)F)=O)C 6-bromo-4-[[[1-methyl-3-oxo-3-[4-[5-(trifluoromethyl)pyrimidin-2-yl]piperazin-1-yl]propyl]amino]methyl]-2H-phthalazin-1-one